ethyl 2-(3-(1-methyl-1H-indol-5-yl)ureido)-4,5,6,7-tetrahydrobenzo[b]thiophene-3-carboxylate CN1C=CC2=CC(=CC=C12)NC(NC1=C(C2=C(S1)CCCC2)C(=O)OCC)=O